C1(CC1)N(C(=O)N1[C@H]2[C@H](N(C[C@@H]1CC2)C(C(C2=CC=CC=C2)C2=CC=CC=C2)=O)C(=O)O)CC2=CSC=C2 (1R,2S,5S)-8-(cyclopropyl-(thiophene-3-yl-methyl)carbamoyl)-3-(2,2-diphenylacetyl)-3,8-diazabicyclo[3.2.1]octane-2-carboxylic acid